methyl (1R,2R)-2-{[(5-{4-[(1-methylpiperidin-4-yl)amino]-1-(2,2,2-trifluoroethyl)-1H-indol-2-yl}-1,3,4-thiadiazol-2-yl)methyl]carbamoyl}cyclopropane-1-carboxylate CN1CCC(CC1)NC1=C2C=C(N(C2=CC=C1)CC(F)(F)F)C1=NN=C(S1)CNC(=O)[C@H]1[C@@H](C1)C(=O)OC